NC1=CC(=C(OC=2C=C(OCCOC3CCN(CC3)C3=CC=C(C(=O)OC(C)(C)C)C=C3)C=CC2)C=C1)C=1C2=C(C(N(C1)C)=O)NC=C2 tert-butyl 4-[4-[2-[3-[4-amino-2-(6-methyl-7-oxo-1H-pyrrolo[2,3-c]pyridin-4-yl)phenoxy]phenoxy]ethoxy]-1-piperidyl]benzoate